OC1CCC(CC1)NC(=O)C1CC(CCC1)CCC1=CC=CC=C1 N-((1r,4r)-4-hydroxycyclohexyl)-3-phenethylcyclohexanecarboxamide